C(C)[C@](C(=O)OCCOC=1C=NC2=CC=C(C=C2C1)Br)(C1=CC=CC=C1)NC(=O)C1=NNC(=C1)C1=CC(=CC=C1)C=1OC(=CN1)C(NC(CC)CC)=O 2-((6-Bromoquinolin-3-yl)oxy)ethan-1-ol ethyl-(R)-2-(5-(3-(5-(pentan-3-ylcarbamoyl)oxazol-2-yl)phenyl)-1H-pyrazole-3-carboxamido)-2-phenylacetate